(2R,6R)-4-(2-fluoro-6-(2-methoxyphenoxy)benzyl)-1-isobutyryl-6-methyl-N-(4-(pyrimidin-2-yl)benzyl)piperazine-2-carboxamide FC1=C(CN2C[C@@H](N([C@@H](C2)C)C(C(C)C)=O)C(=O)NCC2=CC=C(C=C2)C2=NC=CC=N2)C(=CC=C1)OC1=C(C=CC=C1)OC